C(C)C1=C2C(=CC(=CC2=CC=C1F)O)C1=C(C=2N=C(N=C(C2C=N1)NC1=CC=C2C=NN(C2=C1)C)OC[C@]12CCCN2C[C@@H](C1)F)F 5-ethyl-6-fluoro-4-(8-fluoro-2-(((2r,7as)-2-fluoro-hexahydro-1H-pyrrolizin-7a-yl)methoxy)-4-((1-methyl-1H-indazol-6-yl)amino)pyrido[4,3-d]pyrimidin-7-yl)naphthalen-2-ol